NC1=C(C=C(C(=C1)Br)F)CC(=O)N 2-(2-amino-4-bromo-5-fluorophenyl)acetamide